(S)-3'-chloro-2'-(1-((5-formyl-6-methoxy-3-(trifluoromethyl)-pyridin-2-yl)oxy)-2,3-dihydro-1H-inden-4-yl)-6-methoxy-[2,4'-bipyridine]-5-carbaldehyde ClC=1C(=NC=CC1C1=NC(=C(C=C1)C=O)OC)C1=C2CC[C@@H](C2=CC=C1)OC1=NC(=C(C=C1C(F)(F)F)C=O)OC